3-chloro-N-((4-(1,2-dihydroxyethyl)-1-(4-(trifluoromethoxy)phenyl)-1H-pyrazolo[3,4-b]pyridin-3-yl)methyl)acrylamide ClC=CC(=O)NCC1=NN(C2=NC=CC(=C21)C(CO)O)C2=CC=C(C=C2)OC(F)(F)F